5-(4-chloro-2-fluorophenyl)-7-((2R,6R)-2-cyclopropyl-6-methyl-4-morpholinyl)-2,3-dimethylpyrido[4,3-d]pyrimidin-4(3H)-one ClC1=CC(=C(C=C1)C1=NC(=CC=2N=C(N(C(C21)=O)C)C)N2C[C@H](O[C@@H](C2)C)C2CC2)F